5-carboxymethyl-3-(3'-chlorophenyl)-1,2,4-oxadiazole C(=O)(O)CC1=NC(=NO1)C1=CC(=CC=C1)Cl